C(C)OC(=O)C1=C(C2=C(CCC=3C=NNC23)O1)C(F)(F)F 8-(trifluoromethyl)-4,5-dihydro-1H-furo[2,3-g]indazole-7-carboxylic acid ethyl ester